[Fe].[Mg] magnesium-iron